CC1=C(CP(CC2=C(C=CC=C2C)C)=O)C(=CC=C1)C bis(2,6-dimethylbenzyl)phosphine oxide